C1=CC=C2C(=C1)C=CC=C2S(=O)(=O)OCOS(=O)(=O)C3=CC=CC4=CC=CC=C43.[Na].[Na] sodium methylenebis(naphthalenesulfonate)